C(C=C)(=O)OCCCCOC(=O)C1=C(C(C(=O)O)=CC=C1)C(=O)O acryloyloxybutoxycarbonyl-phthalic acid